CCCCCCCCCCCCCCCCCC(=O)O[C@H](COC(=O)CCCCCCC/C=C\C/C=C\CCCC)COP(=O)(O)OC[C@H](CO)O 1-(9Z,12Z-heptadecadienoyl)-2-octadecanoyl-glycero-3-phospho-(1'-sn-glycerol)